2,3,6-trifluorobenzoic acid FC1=C(C(=O)O)C(=CC=C1F)F